2-[[2-(4-cyclopropyl-6-methoxy-pyrimidin-5-yl)-4-[[5-fluoro-6-[1-methyl-4-(trifluoromethyl)imidazol-2-yl]-3-pyridyl]methoxy]pyrrolo[2,3-d]pyrimidin-7-yl]methoxy]ethyl-trimethyl-silane C1(CC1)C1=NC=NC(=C1C=1N=C(C2=C(N1)N(C=C2)COCC[Si](C)(C)C)OCC=2C=NC(=C(C2)F)C=2N(C=C(N2)C(F)(F)F)C)OC